trans-2-(5-cyclopropylthiophen-2-yl)cyclopropylamine C1(CC1)C1=CC=C(S1)[C@H]1[C@@H](C1)N